4-(4-{8-methoxy-1-phenyl-1H-pyrazolo[4,3-c]quinolin-3-yl}phenyl)morpholine COC1=CC=2C3=C(C=NC2C=C1)C(=NN3C3=CC=CC=C3)C3=CC=C(C=C3)N3CCOCC3